tertiary butyl-vinyl-tin C(C)(C)(C)[Sn]C=C